6-methoxyisoquinolin-8-yl-carbamic acid tert-butyl ester C(C)(C)(C)OC(NC=1C=C(C=C2C=CN=CC12)OC)=O